C1(=CC=CC=C1)C=[Ru](Cl)Cl (phenyl-methylene)ruthenium dichloride